2-(2-carboxyethyl)-(2-hydroxyethyl)amine C(=O)(O)CCC(CN)O